6-(2,3-dihydro-1,4-benzodioxin-6-yl)-2-methyl-N-[(1R)-1,2,3,4-tetrahydronaphthalen-1-yl]pyrimidin O1CCOC2=C1C=CC(=C2)C2=CC=NC(N2[C@@H]2CCCC1=CC=CC=C21)C